[Si](C)(C)(C(C)(C)C)OCC(CCCC)(C)NC=1C2=C(N=C(N1)Cl)C(=NC(=N2)Cl)Cl (1-((tert-butyldimethylsilyl)oxy)-2-methylhex-2-yl)-2,6,8-trichloropyrimido[5,4-d]pyrimidin-4-amine